N-(1-((S)-4-Bromo-5-chloro-6-fluoro-2-phenyl-2,3-dihydrobenzofuran-2-yl)-2-(oxiran-2-yl)ethyl)-2-methylpropane-2-sulfonamide BrC1=C(C(=CC2=C1C[C@](O2)(C2=CC=CC=C2)C(CC2OC2)NS(=O)(=O)C(C)(C)C)F)Cl